1-(4-(tert-amyl)phenyl)ethan-1-one C(C)(C)(CC)C1=CC=C(C=C1)C(C)=O